1-azabicyclo[2.2.2]octane-3-carboxylic acid N12CC(C(CC1)CC2)C(=O)O